2-(6-Cyclopropyl-1-oxo-3,4-dihydroisoquinolin-2(1H)-yl)-4-fluoro-6-(4,4,5,5-tetramethyl-1,3,2-dioxaborolan-2-yl)benzyl acetate C(C)(=O)OCC1=C(C=C(C=C1B1OC(C(O1)(C)C)(C)C)F)N1C(C2=CC=C(C=C2CC1)C1CC1)=O